C(C)(C)(C)OC(=O)N[C@H](C(=O)OC)C[C@H]1C(NC2=C(O1)C=C(C=C2)Cl)=O methyl (S)-2-((tert-butoxycarbonyl)amino)-3-((S)-7-chloro-3-oxo-3,4-dihydro-2H-benzo[b][1,4]oxazin-2-yl)propanoate